C(C1=CC=CC=C1)C1=C(C=CC(=C1)C)NC(CN1CCOCC1)=O N-(2-benzyl-4-methylphenyl)-2-morpholinoacetamide